C(C)(C)NC1=NC2=CC=C(C=C2C=C1C(=O)N)C=1C=NNC1 (isopropylamino)-6-(1H-pyrazol-4-yl)quinoline-3-carboxamide